BrCCCCCCCC(=O)OC1=CC2=CC=C3C4=C(C=CC3=C2C=C1)CC=C4 cyclopenta[1,2-i]phenanthrene-7-yl 8-bromooctanoate